C(C)(C)(C)C1=NC(=NO1)C(=O)NCC1=C(C=C(C=C1)C1=NC=NC=C1O)C 5-(tert-butyl)-N-(4-(5-hydroxypyrimidin-4-yl)-2-methylbenzyl)1,2,4-oxadiazole-3-carboxamide